NC1=CC(=CC(=N1)C#N)Cl 6-amino-4-chloropicolinonitrile